1-((5-carbamoyl-1-methyl-1H-pyrrol-3-yl)sulfonyl)-N-phenylpiperidine-4-carboxamide C(N)(=O)C1=CC(=CN1C)S(=O)(=O)N1CCC(CC1)C(=O)NC1=CC=CC=C1